N1C=CC=2C1=NC=C(C2)OC2=C(C(=O)NS(=O)(=O)C1=CC(=C(C=C1)NCC1CNCCO1)[N+](=O)[O-])C=CC(=N2)N2CCC1(CC(C1)N1C(CCC1)C1=C(C=CC=C1)C(C)C)CC2 2-((1H-pyrrolo[2,3-b]pyridin-5-yl)oxy)-6-(2-(2-(2-isopropylphenyl)pyrrolidin-1-yl)-7-Azaspiro[3.5]nonan-7-yl)-N-((4-((morpholin-2-ylmethyl)amino)-3-nitrophenyl)sulfonyl)nicotinamide